ClC1=CC=C2C(=N1)C(N(C2)CC2=C1C=CN(C1=C(C=C2OC)C)C(=O)OC(C)(C)C)=O tert-butyl 4-((2-chloro-7-oxo-5,7-dihydro-6H-pyrrolo[3,4-b]pyridin-6-yl)-methyl)-5-methoxy-7-methyl-1H-indole-1-carboxylate